5-hydroxycyclohex-3-enecarboxylic acid isopropyl ester C(C)(C)OC(=O)C1CC=CC(C1)O